(S,E)-tert-butyl 2-((3-(7-(dimethylamino)-2-((methoxycarbonyl)amino)-7-oxohept-5-enamido)-2-oxopyridin-1(2H)-yl)methyl)-5-fluoro-1H-indole-1-carboxylate CN(C(/C=C/CC[C@@H](C(=O)NC=1C(N(C=CC1)CC=1N(C2=CC=C(C=C2C1)F)C(=O)OC(C)(C)C)=O)NC(=O)OC)=O)C